pentadecyldimethylallylammonium chloride [Cl-].C(CCCCCCCCCCCCCC)[NH2+]CC=C(C)C